C(C(C)C)(=O)OC=1C(=NC=CC1OC)C(N[C@H](C(=O)N[C@H](C(C1=CC=CC=C1)(C1=CC=CC=C1)O)C)C)=O 2-(((S)-1-(((S)-1-hydroxy-1,1-diphenylpropan-2-yl)amino)-1-oxopropan-2-yl)carbamoyl)-4-methoxypyridin-3-yl isobutyrate